(2S)-2-aminopropionic acid benzyl ester C(C1=CC=CC=C1)OC([C@H](C)N)=O